3-(5-(2,3,5,6-Tetrafluoro-[1,1'-biphenyl]-4-yl)-1,3,4-oxadiazol-2-yl)pyrazolo[1,5-a]pyridine-2-ol FC1=C(C(=C(C(=C1F)C1=NN=C(O1)C=1C(=NN2C1C=CC=C2)O)F)F)C2=CC=CC=C2